ClC1=NC=NC(=N1)Cl 2,4-dichloro[1,3,5]triazine